thiobis(4,1-phenylene) diacrylate C(C=C)(=O)OC1=CC=C(C=C1)SC1=CC=C(C=C1)OC(C=C)=O